FC1=CC=C(OC=2C=C(C=C(C2)C(F)(F)F)NC(=O)C2N(C(CC2)=O)C)C=C1 N-(3-(4-Fluorophenoxy)-5-(trifluoromethyl)phenyl)-1-methyl-5-oxopyrrolidine-2-carboxamide